FC=1C(=C(C=CC1)NC1=C(NC2=C1C(NCC2)=O)C2=CC=NC1=CC=C(N=C21)C)C 3-[(3-fluoro-2-methylphenyl)amino]-2-(6-methyl-1,5-naphthyridin-4-yl)-1H,5H,6H,7H-pyrrolo[3,2-c]pyridin-4-one